1-{4-fluoro-5-(2-fluoropyridin-3-yl)-1-[(4-methylpyridin-2-yl)sulfonyl]-1H-pyrrol-3-yl}-N-methylmethanamine FC=1C(=CN(C1C=1C(=NC=CC1)F)S(=O)(=O)C1=NC=CC(=C1)C)CNC